6-chloro-3-[[(1R)-1-[(7S)-14-fluoro-3-oxo-5,9-dioxa-2,11,18-triazatetracyclo[8.8.0.02,7.012,17]octadeca-1(18),10,12(17),13,15-pentaen-16-yl]ethyl]amino]pyridine-2-carboxylic acid ClC1=CC=C(C(=N1)C(=O)O)N[C@H](C)C1=CC(=CC=2N=C3OC[C@@H]4COCC(N4C3=NC12)=O)F